6-chloro-N-[6-(trifluoromethyl)-3-pyridyl]pyrido[3,2-d]pyrimidin-4-amine ClC=1C=CC=2N=CN=C(C2N1)NC=1C=NC(=CC1)C(F)(F)F